OC(=CC=CC=CC(=O)O)C(=CC=CCCCCCCCCCCC)O 7,8-dihydroxy-docosapentaenoic acid